C1(CCC(CC1)C(=O)Cl)C(=O)Cl cyclohexane-1,4-dicarboxylic acid dichloride